C(=O)(OC(C)(C)C)NCCS N-Boccysteamine